C1(=CC=CC=C1)C1=C(C(=NC2=CC3=C(C=C12)C=CC=C3)C(F)(F)F)C#CC3=CC=CC=C3 4-Phenyl-3-(phenylethynyl)-2-(trifluoromethyl)benzo[g]quinoline